((4-(1,2-Dihydroxyethyl)-1-(4-(trifluoromethoxy)phenyl)-1H-pyrazolo[3,4-b]pyridin-3-yl)methyl)carbamic acid tert-butyl ester C(C)(C)(C)OC(NCC1=NN(C2=NC=CC(=C21)C(CO)O)C2=CC=C(C=C2)OC(F)(F)F)=O